(6-(4-chlorophenyl)-2-(pyridin-3-yl)pyrimidin-4-yl)piperazin-2-one ClC1=CC=C(C=C1)C1=CC(=NC(=N1)C=1C=NC=CC1)N1C(CNCC1)=O